N,N-bis(4-benzoxazol-2-yl-phenyl)-amine O1C(=NC2=C1C=CC=C2)C2=CC=C(C=C2)NC2=CC=C(C=C2)C=2OC1=C(N2)C=CC=C1